CS(=O)(=O)OC1(CC1)CC#N (1-(cyanomethyl) cyclopropyl) methylsulfonate